3-Ethyl-2-fluoro-4-(trifluoromethyl)aniline C(C)C=1C(=C(N)C=CC1C(F)(F)F)F